ethyl-(o-tolylthio)carbamic acid C(C)N(C(O)=O)SC1=C(C=CC=C1)C